C(=C)[Si](OCC)(OCC)OCC Ethenyl-(triethoxy)silane